C(C)(C)S1(SSSC1)C(C)C diisopropyl-tetrathiol